3-diethylamino-6-methyl-7-octylamino-fluoran C(C)N(C(CC)CCC(C(C)NF)C)CC